CC1(OB(OC1(C)C)C=1C=C(C=CC1)C1CN(CCC1)C(=O)OC(C)(C)C)C tert-butyl 3-(3-(4,4,5,5-tetramethyl-1,3,2-dioxaborolan-2-yl)phenyl)piperidine-1-carboxylate